Cl.CC1(CNC1)[C@](O)(C1=CC=C(C=C1)CC(F)(F)F)C=1C=NC=C(C1)C1=NOC(=N1)C1CCOCC1 (R)-(3-Methyl-azetidin-3-yl)-{5-[5-(tetrahydro-pyran-4-yl)-[1,2,4]oxadiazol-3-yl]-pyridin-3-yl}-[4-(2,2,2-trifluoro-ethyl)-phenyl]-methanol, hydrochloride salt